O1CC(C1)N1N=C2N=C(N(C(C2=C1)=O)C1=CC=CC=C1)SC(C)C1=CC=CC=C1 2-(oxetan-3-yl)-5-phenyl-6-((1-phenylethyl)thio)-2H-pyrazolo[3,4-d]pyrimidin-4(5H)-one